NCC(CN1N=NN(C1=O)C1=CC(=CC=C1)C=1C=NN(C1)CC)=C(F)F 1-[2-(aminomethyl)-3,3-difluoro-allyl]-4-[3-(1-ethylpyrazol-4-yl)phenyl]tetrazol-5-one